(2S,5R)-N-(2-(4-fluoro-2-methylphenyl)propan-2-yl)-5-(hydroxymethyl)morpholine-2-carboxamide L-(+)-tartrate C(=O)(O)[C@H](O)[C@@H](O)C(=O)O.FC1=CC(=C(C=C1)C(C)(C)NC(=O)[C@@H]1CN[C@@H](CO1)CO)C